OC[C@H](C1=CC=CC=C1)NC1=CC(=NC=C1C1=NC(=NO1)C12CCN(CC1)CC2)NC2=NC=1C(C(NC(C1C=C2)=O)C)C 2-((4-(((S)-2-hydroxy-1-phenylethyl)amino)-5-(3-(quinuclidin-4-yl)-1,2,4-oxadiazol-5-yl)pyridin-2-yl)amino)-7,8-dimethyl-7,8-dihydro-1,6-naphthyridin-5(6H)-one